CC1C(N(CC2N1C(CCN2C(=O)OC)=O)CC(CC)C)=O methyl 6-methyl-8-(2-methylbutyl)-4,7-dioxooctahydro-1H-pyrazino[1,2-a]pyrimidine-1-carboxylate